methyl-4-oxopiperidine-2-carboxylate COC(=O)C1NCCC(C1)=O